C(C)(C)(C)OC(=O)N1CCC(CC1)C(\C=C/N(C)C)=O.ClC1=C(OC2CCC3=CC=C(C=C23)NS(=O)(=O)C2=CC(=CC=C2)C(F)(F)F)C(=CC=C1)C(F)(F)F N-(3-(2-chloro-6-(trifluoromethyl)phenoxy)-2,3-dihydro-1H-inden-5-yl)-3-(trifluoromethyl)benzenesulfonamide tert-butyl-(Z)-4-(3-(dimethylamino)acryloyl)piperidine-1-carboxylate